2-((2-((4-(4-((4-(2,4-dioxotetrahydropyrimidin-1(2H)-yl)-2-fluorobenzyl)(methyl)amino)piperidin-1-yl)-2-methoxyphenyl)amino)-5-(trifluoromethyl)pyridin-4-yl)amino)-N-methylbenzamide O=C1N(CCC(N1)=O)C1=CC(=C(CN(C2CCN(CC2)C2=CC(=C(C=C2)NC2=NC=C(C(=C2)NC2=C(C(=O)NC)C=CC=C2)C(F)(F)F)OC)C)C=C1)F